5-methoxypyrazolo[1,5-a]pyridin-2-ol COC1=CC=2N(C=C1)N=C(C2)O